[OH-].CC12CC(CC(CC1)C2)(C)C 1,3,3-trimethylbicyclo[3.2.1]octane hydroxide